glycerol tris(5-hydroxy-laurate) OC(CCCC(=O)OCC(OC(CCCC(CCCCCCC)O)=O)COC(CCCC(CCCCCCC)O)=O)CCCCCCC